(R)-1-(1,4-dimethyl-1H-pyrazol-3-yl)-3-(3-methylmorpholino)-5-(1H-pyrrolo[2,3-b]pyridin-4-yl)pyrazin-2(1H)-one CN1N=C(C(=C1)C)N1C(C(=NC(=C1)C1=C2C(=NC=C1)NC=C2)N2[C@@H](COCC2)C)=O